(R)-N-(9-(((S)-1-Amino-1-oxopropan-2-yl)amino)-5,6-dihydrobenzo[f]imidazo[1,2-d][1,4]oxazepin-2-yl)-N-(2,2-difluoroethyl)oxetane-2-carboxamide NC([C@H](C)NC1=CC2=C(C=3N(CCO2)C=C(N3)N(C(=O)[C@@H]3OCC3)CC(F)F)C=C1)=O